FC(C(=O)O)(F)F.FC(C(=O)O)(F)F.FC(C(=O)O)(F)F.N1CCC(CC1)C(=O)O piperidine-4-carboxylic acid tri-trifluoroacetate